6-Chloro-3-(methylsulfonyl)pyridine (1R,2S)-7-chloro-1-(methoxymethoxy)-2,3-dihydro-1H-inden-2-yl-carbamate ClC=1C=CC=C2C[C@@H]([C@@H](C12)OCOC)NC(O)=O.ClC1=CC=C(C=N1)S(=O)(=O)C